N-{[4-(furan-2-yl)phenyl]methyl}-6-methyl-1-(2-methylpropanoyl)-4-({2-[(pyrazin-2-yl)oxy]phenyl}methyl)piperazine-2-carboxamide O1C(=CC=C1)C1=CC=C(C=C1)CNC(=O)C1N(C(CN(C1)CC1=C(C=CC=C1)OC1=NC=CN=C1)C)C(C(C)C)=O